ONC(CCCCCCN1OS\C(\O1)=C/C1=CC(=CC=C1)OC)=O (Z)-N-hydroxy-7-(5-(3-methoxybenzylidene)-2,4-dioxathiazolidin-3-yl)heptanamide